4-thiocyanobut-3-enoate S(C#N)C=CCC(=O)[O-]